5-chloropentane-1-sulfonic acid ClCCCCCS(=O)(=O)O